N-(4,4-difluoro-1,1-dioxo-3,4-dihydro-2H-1λ6-benzothiopyran-8-yl)-N-[(4-ethenyl-3-nitro-phenyl)methyl]pyridine-3-carboxamide FC1(CCS(C2=C1C=CC=C2N(C(=O)C=2C=NC=CC2)CC2=CC(=C(C=C2)C=C)[N+](=O)[O-])(=O)=O)F